1-[4-(1-methyl-1H-imidazol-5-yl)phenyl]methanamine CN1C=NC=C1C1=CC=C(C=C1)CN